7-amino-1-[(4S)-azepan-4-yl]-3-(2-fluoro-6-methyl-phenyl)-4H-pyrido[4,3-d]pyrimidin-2-one NC1=CC=2N(C(N(CC2C=N1)C1=C(C=CC=C1C)F)=O)[C@@H]1CCNCCC1